tert-butyl N-[1-(1,1-dimethyl-2-methylsulfonyl-ethyl)indazol-4-yl]carbamate CC(CS(=O)(=O)C)(C)N1N=CC2=C(C=CC=C12)NC(OC(C)(C)C)=O